(S)-2-(but-3-en-1-ylamino)-3-(4-(trifluoromethyl)phenyl)propionic acid C(CC=C)N[C@H](C(=O)O)CC1=CC=C(C=C1)C(F)(F)F